C(C)(C)(C)[S@@](=O)N[C@@H]1C2=CC=C(C=C2CC12CCN(CC2)C(=O)OC(C)(C)C)Cl tert-Butyl (S)-1-(((R)-tert-butylsulfinyl)amino)-5-chloro-1,3-dihydrospiro[indene-2,4'-piperidine]-1'-carboxylate